1-(5'-Chloro-1',2'-dihydrospiro[azetidine-3,3'-pyrrolo[2,3-b]pyridin]-1-yl)ethan-1-one ClC=1C=C2C(=NC1)NCC21CN(C1)C(C)=O